[6-(2,8-Dimethylimidazo[1,2-a]pyrazin-6-yl)-2-quinolinyl] triflate O(S(=O)(=O)C(F)(F)F)C1=NC2=CC=C(C=C2C=C1)C=1N=C(C=2N(C1)C=C(N2)C)C